glycerol monostearate (2,3-dihydroxypropyl-octadecenoate) OC(CC(C(=O)OC(COC(CCCCCCCCCCCCCCCCC)=O)CO)=CCCCCCCCCCCCCCCC)CO